4-(5,6-dihydro-4H-pyrrolo[1,2-b]pyrazol-3-yl)isoquinoline N=1N2C(=C(C1)C1=CN=CC3=CC=CC=C13)CCC2